4-[[(1S,2S)-2-[(3R)-3-aminopiperidin-1-yl]-4,6-dichloro-2,3-dihydro-1H-inden-1-yl]oxy]-3-methylbenzene N[C@H]1CN(CCC1)[C@@H]1[C@H](C2=CC(=CC(=C2C1)Cl)Cl)OC1=C(C=CC=C1)C